3-methyl-N-(5-(5-(tetrahydro-2H-pyran-4-yloxy)pyridin-2-yl)-4H-1,2,4-triazol-3-yl)pyridin-2-amine CC=1C(=NC=CC1)NC1=NN=C(N1)C1=NC=C(C=C1)OC1CCOCC1